NC1=CC(=NC(=C1F)F)C(=O)[O-] 4-amino-5,6-difluoro-pyridine-2-carboxylate